C(C)(C)(C)OC(=O)N1CC(C1)(OC)CN 3-(aminomethyl)-3-methoxyazetidine-1-carboxylic acid tert-butyl ester